ClC1=C(C=NN(C1=O)C)N[C@@H]1C[C@@H](CN(C1)C)C1=CC=C(C=C1)CN1CCC(CC1)C1=C2CN(C(C2=CC=C1)=O)C1C(NC(CC1)=O)=O 3-[4-[1-[[4-[(3R,5R)-5-[(5-chloro-1-methyl-6-oxo-pyridazin-4-yl)amino]-1-methyl-3-piperidyl]phenyl]methyl]-4-piperidyl]-1-oxo-isoindolin-2-yl]piperidine-2,6-dione